6-(4-chloro-2-fluorobenzyl)picolinic acid ClC1=CC(=C(CC2=CC=CC(=N2)C(=O)O)C=C1)F